(8S,10aS)-8-[3-(4-chloro-1H-pyrrol-2-yl)-1,2,4-oxadiazol-5-yl]-2-methoxy-8,9,10,10a,11,12-hexahydrodipyrido[1,2-a:2',3'-e]azepin-5(7H)-one ClC=1C=C(NC1)C1=NOC(=N1)[C@H]1CC[C@@H]2N(C(C3=C(CC2)N=C(C=C3)OC)=O)C1